BrC1=CC2=C(C=N1)C(=NN2C)C2=C(C(=CC(=C2)C(F)(F)F)OCOC)F 6-Bromo-3-(2-fluoro-3-(methoxymethoxy)-5-(trifluoromethyl)phenyl)-1-methyl-1H-pyrazolo[4,3-c]pyridine